beta-naphthalenesulfonic acid sodium salt [Na+].C1=C(C=CC2=CC=CC=C12)S(=O)(=O)[O-]